1,4-bis(4-hydroxyphenyl)cyclohexane OC1=CC=C(C=C1)C1CCC(CC1)C1=CC=C(C=C1)O